BrC1=C(C=C2C(=NC(N(C2=C1)C1=C(C=CC=C1)Cl)=O)NCC1CC1)Cl 7-bromo-6-chloro-1-(2-chlorophenyl)-4-((cyclopropylmethyl)amino)quinazolin-2(1H)-one